3-[2-[4-(trifluoromethyl)pyrimidin-2-yl]ethynyl]cyclobutanecarboxylic acid FC(C1=NC(=NC=C1)C#CC1CC(C1)C(=O)O)(F)F